CO[C@H]1[C@@H](CC1)NC(=O)C1=CN=C2N1N=C(C=C2NC)N2CCC1=C(C=CC=C21)C2=CC=C(C=N2)CN2CC1(C2)CCN(CC1)C(=O)OC(C)(C)C tert-butyl 2-((6-(1-(3-(((1R,2R)-2-methoxycyclobutyl)carbamoyl)-8-(methylamino)imidazo[1,2-b]pyridazin-6-yl)indolin-4-yl)pyridin-3-yl)methyl)-2,7-diazaspiro[3.5]nonane-7-carboxylate